C(C)O[Si](CCCOC(NC(C)(C)C)=O)(OCC)OCC (3-(triethoxysilyl)propyl)(t-butyl)carbamate